N(=[N+]=[N-])C(C)C=1N=C(C(=NC1)Cl)C 5-(1-azidoethyl)-2-chloro-3-methylpyrazine